ClC=1C=C2[C@@](C(NC2=CC1)=O)(C)C=1C=C2CCC(OC2=CC1)(C)C (3R)-5-chloro-3-(2,2-dimethylchroman-6-yl)-3-methylindoline-2-one